5-((1S,6R)-5-((7-ethyl-6-carbonyl-5,6-dihydro-1,5-naphthyridin-3-yl)methyl)-2,5-diazabicyclo[4.2.0]octan-2-yl)-N-methylpyridine-2-carboxamide oxalate C(C(=O)O)(=O)O.C(C)C=1C(NC=2C=C(C=NC2C1)CN1CCN([C@H]2CC[C@@H]12)C=1C=CC(=NC1)C(=O)NC)=C=O